C(C=C)(=O)OCCCCCCOC1=CC=C(C=C1)N=NC1=CC=C(C=C1)OCCCCCCOC(C=C)=O 4,4'-bis[6-acryloxyhexyloxy]azobenzene